N[C@H](C(=O)[O-])\C=C/CP(=O)(O)O (Z)-L-2-amino-5-phosphono-3-pentenoate